p-cresol methylphosphonate CP(O)(O)=O.C1=CC(=CC=C1O)C